O=C1NC(CCC1N1C(C2=CC=C(C=C2C1=O)N1CCN(CC1)CCCC1CCN(CC1)C1=CC=C(OC=2C3=C(SC2C2=CC=C(C=C2)B(O)O)C=C(C=C3)O)C=C1)=O)=O (4-(3-(4-(4-(3-(4-(2-(2,6-dioxopiperidin-3-yl)-1,3-dioxoisoindolin-5-yl)piperazin-1-yl)propyl)piperidin-1-yl)phenoxy)-6-hydroxybenzo[b]thiophen-2-yl)phenyl)boronic acid